CC=1N=CN(C1)C=1C=C(N)C=C(C1)C(F)(F)F 3-(4-methyl-1H-imidazol-1-yl)-5-trifluoromethylaniline